(R)-benzyl 2-((2S,3S)-3-((R)-1-azidoethyl)-4-oxoazetidin-2-yl)propanoate N(=[N+]=[N-])[C@H](C)[C@@H]1[C@H](NC1=O)[C@H](C(=O)OCC1=CC=CC=C1)C